C1NCCC12CCC(CC2)C2=CC=C(C=C2)C=2C=1C(=C(SC1N1C(=NN=C1[C@@H](N2)CCOC)C)C)C (9S)-7-[4-(2-azaspiro[4.5]decan-8-yl)phenyl]-9-(2-methoxyethyl)-4,5,13-trimethyl-3-thia-1,8,11,12-tetrazatricyclo[8.3.0.02,6]trideca-2(6),4,7,10,12-pentaene